FC1=CC=C(C=C1)C1=C(CCC(C1)(C)C)CN1C2CN(C(C1)CC2)C(=O)C=2C=C1CN(C(C1=CC2)=O)C2C(NC(CC2)=O)=O 3-(5-(5-((4'-fluoro-5,5-dimethyl-3,4,5,6-tetrahydro-[1,1'-biphenyl]-2-yl)methyl)-2,5-diazabicyclo[2.2.2]octane-2-carbonyl)-1-oxoisoindolin-2-yl)piperidine-2,6-dione